3-(4-hydroxy-3-methoxyphenyl)-3,4-dihydroisocoumarin OC1=C(C=C(C=C1)C1OC(=O)C2=CC=CC=C2C1)OC